C(C)(C)(C)OC(=O)NC=1C=2N(C3=CC(=C(C=C3N1)C#N)C(=O)O)C=NC2 4-((tert-butoxycarbonyl)amino)-7-cyanoimidazo[1,5-a]quinoxaline-8-carboxylic acid